[N+](=O)([O-])C=1C=C(C(=O)NC=2C=C(C=C(C2)NC(C2=CC(=CC=C2)[N+](=O)[O-])=O)C(F)(F)F)C=CC1 3,5-bis(3-nitrobenzoylamino)benzotrifluoride